4-((R)-3-(Dimethylamino)-3-((1r,3R)-3-(3-(trifluoromethyl)phenyl)-cyclobutyl)-piperidin-1-yl)-2,6-difluoro-N-(pyrimidin-4-yl)benzenesulfonamide CN([C@@]1(CN(CCC1)C1=CC(=C(C(=C1)F)S(=O)(=O)NC1=NC=NC=C1)F)C1CC(C1)C1=CC(=CC=C1)C(F)(F)F)C